4,4'-((4-(ETHYLCARBAMOYL)PYRIDINE-2,6-DIYL)BIS(1H-1,2,3-TRIAZOLE-4,1-DIYL))DIPHTHALIC ACID C(C)NC(=O)C1=CC(=NC(=C1)C=1N=NN(C1)C=1C=C(C(C(=O)O)=CC1)C(=O)O)C=1N=NN(C1)C=1C=C(C(C(=O)O)=CC1)C(=O)O